NC1=NC=2C=CC=CC2C2=C1N=C(N2CCCCNC(C2=C(C=CC=C2)N(C)C)=O)CC N-(4-(4-amino-2-ethyl-1H-imidazo[4,5-c]quinolin-1-yl)butyl)-2-(dimethylamino)benzamide